N-[(4S)-6-[(5-tert-butyl-4-methyl-thiazol-2-yl)amino]-4-[[7-(5-methyl-1,2,4-oxadiazol-3-yl)-1-isoquinolinyl]amino]-6-oxo-hexyl]-N-methyl-carbamic acid tert-butyl ester C(C)(C)(C)OC(N(C)CCC[C@@H](CC(=O)NC=1SC(=C(N1)C)C(C)(C)C)NC1=NC=CC2=CC=C(C=C12)C1=NOC(=N1)C)=O